OC(C)(C)C(CCCC(N)N)(C(C)(C)O)C(C)(C)O tris(hydroxyisopropyl)pentanediamine